NC1=C(C(=O)NC2CCOCC2)C=C(C=N1)C1=C(C=C(C=C1)NC([C@H](O)C1=CC(=CC(=C1)F)F)=O)C (R)-2-amino-5-(4-(2-(3,5-difluorophenyl)-2-hydroxyacetamido)-2-methylphenyl)-N-(tetrahydro-2H-pyran-4-yl)nicotinamide